C(CCCCCCCCC(=O)O)(=O)OO peroxysebacic acid